2-[[4-[4-Hydroxy-4-phenyl-piperidinyl]-6-(5-oxazolyl)-2-pyrimidinyl]amino]-4-methyl-5-thiazolecarboxylic acid ethyl ester C(C)OC(=O)C1=C(N=C(S1)NC1=NC(=CC(=N1)N1CCC(CC1)(C1=CC=CC=C1)O)C1=CN=CO1)C